FC(C(N)C1=CC=CC2=CC=CC=C12)F 2,2-difluoro-1-(naphthalen-1-yl)ethanamine